The molecule is a tripeptide composed of two L-glutamic acid units and L-isoleucine joined in sequence by peptide linkages. It has a role as a metabolite. It derives from a L-glutamic acid and a L-isoleucine. CC[C@H](C)[C@@H](C(=O)O)NC(=O)[C@H](CCC(=O)O)NC(=O)[C@H](CCC(=O)O)N